CC1=C(C=NN1C1=CC=CC=C1)C1=CC(=C(S1)C(=O)N[C@@H]1CNCCC1)NC(=O)N (S)-5-(5-methyl-1-phenyl-1H-pyrazol-4-yl)-N-(piperidin-3-yl)-3-ureidothiophene-2-carboxamide